(S)-(3-((4-dihydroxyboryl-2-(trifluoromethyl)benzyl)(5,6-diamino-6-oxohexyl)carbamoyl)-5-nitrophenyl)boronic acid OB(C1=CC(=C(CN(C(=O)C=2C=C(C=C(C2)[N+](=O)[O-])B(O)O)CCCC[C@@H](C(=O)N)N)C=C1)C(F)(F)F)O